diethyl 2-sulfoxy-1,3-dioxolane-4,5-dicarboxylate O(S(=O)(=O)O)C1OC(C(O1)C(=O)OCC)C(=O)OCC